methyl (5-(difluoromethyl)-6-fluoro-[3,4'-bipyridyl]-2'-yl)carbamate FC(C=1C=C(C=NC1F)C1=CC(=NC=C1)NC(OC)=O)F